C(#N)C=1C=C(C=C(C1)F)[C@H](CCO)N(C(OC(C)(C)C)=O)O tert-butyl N-[(1S)-1-(3-cyano-5-fluoro-phenyl)-3-hydroxy-propyl]-N-hydroxy-carbamate